3-(4-(8-Chloro-7-((2-methyl-1-((2-(trimethylsilyl)ethoxy)methyl)-1H-benzo[d]imidazol-6-yl)oxy)quinoxalin-2-yl)-1H-pyrazol-1-yl)-N,N-dimethylazetidine-1-carboxamide ClC=1C(=CC=C2N=CC(=NC12)C=1C=NN(C1)C1CN(C1)C(=O)N(C)C)OC=1C=CC2=C(N(C(=N2)C)COCC[Si](C)(C)C)C1